N-(4-((3-chloro-4-fluorophenyl)amino)-7-(3-(4-((2-(2,6-dioxopiperidin-3-yl)-7-fluoro-1-oxoisoindolin-5-yl)methyl)piperazin-1-yl)propoxy)quinazolin-6-yl)acrylamide ClC=1C=C(C=CC1F)NC1=NC=NC2=CC(=C(C=C12)NC(C=C)=O)OCCCN1CCN(CC1)CC=1C=C2CN(C(C2=C(C1)F)=O)C1C(NC(CC1)=O)=O